N1C(=NC2=C1C=CC=C2)C2=CC(=NN2CC2=CC=C(C=C2)OC)NC(=O)C=2C=CC(=NC2)N2[C@@H](CCC2)C(=O)OCC ethyl (2S)-1-[5-[[5-(1H-benzimidazol-2-yl)-1-[(4-methoxyphenyl)methyl]pyrazol-3-yl]carbamoyl]-2-pyridyl]pyrrolidine-2-carboxylate